benzyl ((1R,3S,4R)-4-(1,3-dioxoisoindolin-2-yl)-3-fluorocyclohexyl)carbamate O=C1N(C(C2=CC=CC=C12)=O)[C@H]1[C@H](C[C@@H](CC1)NC(OCC1=CC=CC=C1)=O)F